[4-bromo-1-(2,2,2-trifluoroethyl)indol-2-yl]trifluoromethanesulfonate BrC1=C2C=C(N(C2=CC=C1)CC(F)(F)F)OS(=O)(=O)C(F)(F)F